(S)-1-cyclohexylethane-1-amine C1(CCCCC1)[C@H](C)N